5-(3-(7-(4-(2-Hydroxyethyl)piperazin-1-yl)-2-methyl-3-phenylpyrazolo[1,5-a]-pyrimidin-5-yl)phenyl)pentanal OCCN1CCN(CC1)C1=CC(=NC=2N1N=C(C2C2=CC=CC=C2)C)C=2C=C(C=CC2)CCCCC=O